3-(4-(hydroxymethyl)phenyl)-1-(methoxymethyl)-pyridin-2(1H)-one OCC1=CC=C(C=C1)C=1C(N(C=CC1)COC)=O